N-((2R,3R,4R,5R,6R)-2-(3-(2-(2-aminoethoxy)ethoxy)propyl)-4,5-dihydroxy-6-(hydroxymethyl)tetrahydro-2H-pyran-3-yl)acetamide NCCOCCOCCC[C@H]1O[C@@H]([C@@H]([C@@H]([C@H]1NC(C)=O)O)O)CO